C(C1=CC=CC=C1)OC1C(O[C@@H]([C@H]1OCC1=CC=CC=C1)COCC1=CC=CC=C1)\C(\C#N)=C\O (2E)-2-[(4R,5R)-3,4-bis(benzyloxy)-5-[(benzyloxy)methyl]oxolan-2-yl]-3-hydroxyprop-2-enenitrile